CN(CCC1C(CCCC1)(C(=O)N)NC(CCCC1=CC=C(C=C1)CC1=C(C=CC(=C1)[C@@H]1O[C@@H]([C@H]([C@@H]([C@H]1O)O)O)CC)C)=O)C (2-dimethylaminoethyl)-1-[4-[4-[[5-[(2S,3R,4S,5S,6R)-6-ethyl-3,4,5-trihydroxy-tetrahydropyran-2-yl]-2-methyl-phenyl]methyl]phenyl]butyrylamino]cyclohexanecarboxamide